C(C1=CC=CC=C1)(=O)N1N=C(C(=C1N(C)CC=1SC(=CC1)Cl)C)C1C(CC(N(C1)C(=O)N1CCCC1)=O)C 5-(1-benzoyl-5-{[(5-chlorothiophen-2-yl)methyl](methyl)amino}-4-methyl-1H-pyrazol-3-yl)-4-methyl-1-(pyrrolidine-1-carbonyl)piperidin-2-one